BrC1=CC2=C(C(N(N=C2C(C)C)CC(=O)NC2CC(C2)(C)O)=O)S1 (2-bromo-4-isopropyl-7-oxothieno[2,3-d]pyridazin-6(7H)-yl)-N-(cis-3-hydroxy-3-methylcyclobutyl)acetamide